C1NCCC12C(C=CC2)N 2-azaspiro[4.4]non-7-en-6-amine